OP(O)OP(O)O.C(C)(C)(CC)C1=C(C(=CC(=C1)C)C(C)(C)CC)C(O)(C(CO)(CO)CO)C1=CC=CC=C1 2,6-di-tert-pentyl-4-methylphenyl-phenyl-pentaerythritol diphosphite